FC=1C(=C(C=CC1)C(F)(F)F)F difluorotrifluoromethylbenzene